2-ethyl-9,10-bis(phenylethynyl)anthracene C(C)C1=CC2=C(C3=CC=CC=C3C(=C2C=C1)C#CC1=CC=CC=C1)C#CC1=CC=CC=C1